CC1=C(C=2C(=NC=CC2C=2C(=NN3C2CN(CC3)C(C=C)=O)C3=CC=C(C=C3)C(F)(F)F)N1)C 1-[3-(2,3-dimethyl-1H-pyrrolo[2,3-b]pyridin-4-yl)-2-[4-(trifluoromethyl)phenyl]-6,7-dihydropyrazolo[1,5-a]pyrazin-5(4H)-yl]prop-2-en-1-one